C(CCC)N(C(CC)=O)C(CC)=O N-butyl-N-propionylpropionamide